N-(3-cyano-4-fluoro-phenyl)-2-methyl-1-[2-oxo-2-[[(1S)-2,2,2-trifluoro-1-methyl-ethyl]amino]acetyl]-6,7-dihydro-5H-pyrrolizine-3-carboxamide C(#N)C=1C=C(C=CC1F)NC(=O)C1=C(C(=C2CCCN12)C(C(N[C@H](C(F)(F)F)C)=O)=O)C